tetraethylammonium ammonium fluoride [F-].[NH4+].C(C)[N+](CC)(CC)CC.[F-]